BrC=1C=C(C(=NC1OC)CCN(C)C)[N+](=O)[O-] (E)-2-(5-bromo-6-methoxy-3-nitropyridin-2-yl)-N,N-dimethylethan-1-amine